FC1=CC=C(C=C1)[C@@H]1NC(C[C@H]1C(=O)O)=O trans-2-(4-fluorophenyl)-5-oxopyrrolidine-3-carboxylic acid